tert-Butyl 9-methoxy-12-azatricyclo[6.3.1.02,7]dodeca-2,4,6-triene-12-carboxylate COC1C2C3=CC=CC=C3C(CC1)N2C(=O)OC(C)(C)C